C(C)(C)(C)C=1C(=NC(=CC1)OCC1=C(C=C(C=C1)C#N)F)OC1CCN(CC1)C(=O)[O-] 4-((tert-butyl 6-((4-cyano-2-fluorobenzyl)oxy)pyridin-2-yl)oxy)piperidine-1-carboxylate